tert-butyl (S)-3-((7-((tert-butoxycarbonyl)(3-chlorobenzyl)amino)-3-cyclopropyl pyrazolo[1,5-a]pyrimidin-5-yl)amino)piperidine-1-carboxylate C(C)(C)(C)OC(=O)N(C1=CC(=NC=2N1N=CC2C2CC2)N[C@@H]2CN(CCC2)C(=O)OC(C)(C)C)CC2=CC(=CC=C2)Cl